(1R,2R)-1-N,2-N-dimethylcyclohexane-1,2-diamine CN[C@H]1[C@@H](CCCC1)NC